C(=CC1=CC=CC=C1)/C/1=C(/C(=O)OC1=O)\C styrene-Citraconic acid anhydride